ClC=1C=CC=C2C(=CN=NC12)NC1=CC(=NC=C1)NC1=CC(=CC=C1)N1CCOCC1 N4-(8-chlorocinnolin-4-yl)-N2-(3-morpholinophenyl)pyridine-2,4-diamine